tert-butyl (2S)-2-amino-5-oxo-5-[2-[2-[2-(2-prop-2-ynoxyethoxy)ethoxy]ethoxy]ethylamino]pentanoate N[C@H](C(=O)OC(C)(C)C)CCC(NCCOCCOCCOCCOCC#C)=O